[O-]P([O-])(=O)OP(=O)([O-])[O-].[Cu+2].[Cu+2].[Cu+2] tricopper diphosphate